N-[4-chloro-2-fluoro-5-(1,4-oxazepan-3-yl)phenyl]acetamide ClC1=CC(=C(C=C1C1COCCCN1)NC(C)=O)F